(E)-1-isopropylsulfonyl-4,5-dimethyl-pyrrole-3-carboxamide C(C)(C)S(=O)(=O)N1C=C(C(=C1C)C)C(=O)N